4-{N-[2-(4-methoxyphenyl)[1,2,4]triazolo[1,5-c]quinazolin-5-yl]-D-alanyl}piperazine-1-carboxylic acid tert-butyl ester C(C)(C)(C)OC(=O)N1CCN(CC1)C([C@H](NC1=NC=2C=CC=CC2C=2N1N=C(N2)C2=CC=C(C=C2)OC)C)=O